[Cl-].C(=O)(O)C1(CC2=CC(=CC=C2CC1)OC1=C(C=CC=C1)C1=C(C=CC=C1)F)[NH3+] 2-carboxy-7-((2'-fluoro-[1,1'-biphenyl]-2-yl)oxy)-1,2,3,4-tetrahydronaphthalen-2-aminium chloride